CN([C@H]1CN(CC1)C1=C(C(=C(C=C1)N1C([C@@H](CC1)NC(OC(C)(C)C)=O)=O)F)F)C tert-butyl ((R)-1-(4-((R)-3-(dimethylamino)pyrrolidin-1-yl)-2,3-difluorophenyl)-2-oxopyrrolidin-3-yl)carbamate